C(C)N1C=NC2=C1C=C(C(=C2)I)F 1-ethyl-6-fluoro-5-iodo-1,3-benzodiazole